6-bromo-7-methoxy-2-methyl-3,4-dihydroisoquinolin-1-one BrC=1C=C2CCN(C(C2=CC1OC)=O)C